5-(4-bromophenyl)-1-phenyl-3-difluoromethyl-1H-pyrazole-4-carbonitrile BrC1=CC=C(C=C1)C1=C(C(=NN1C1=CC=CC=C1)C(F)F)C#N